C(C)(C)(C)OC(=O)C=1C=2C=3C=CC=CC3NC2C=CC1 carbazole-5-carboxylic acid tert-butyl ester